BrC1=C(C(=O)O)C=CC(=N1)C(F)(F)F 2-bromo-6-(trifluoromethyl)nicotinic acid